thiomannuronic acid O=C[C@@H](O)[C@@H](O)[C@H](O)[C@H](O)C(=S)O